BrC1=C(N=C(C=2N1N=CC2)N2CCC1(CC2)C(C=2C(=NC=C(C2)OC)C1)N)C (7-bromo-6-methyl-pyrazolo[1,5-a]pyrazin-4-yl)-3-methoxy-spiro[5,7-dihydro-cyclopenta[b]pyridin-6,4'-piperidin]-5-amine